N-(3-(2-((4-(4-(2-hydroxyethyl)-1-piperazinyl)-2-methoxyphenyl)amino)-7-oxo-8(7H)-pteridinyl)phenyl)acrylamide OCCN1CCN(CC1)C1=CC(=C(C=C1)NC1=NC=2N(C(C=NC2C=N1)=O)C=1C=C(C=CC1)NC(C=C)=O)OC